C(C)(C)(C)OC(=O)N1[C@H](CN(CC1)C(=O)OC(C)(C)C)C(=O)O (R)-1,4-bis(tert-butoxycarbonyl)piperazine-2-carboxylic acid